COC1=NC=CC=C1C=1C=NN2C1N=C(C=C2C(F)(F)F)C2=CC=C(C=C2)S(=O)(=O)C 3-(2-methoxypyridin-3-yl)-5-(4-(methylsulfonyl)phenyl)-7-(trifluoromethyl)pyrazolo[1,5-a]pyrimidine